NC(=N)N.[N+](=O)([O-])C(C1=C(N=NN1)[N+](=O)[O-])[N+](=O)[O-] 5-dinitromethyl-4-nitro-1,2,3-triazol guanidine salt